tert-butyl (1S,5S)-6-(4-(1,1-dioxothiomorpholino) phenyl)-9,9-dimethyl-3,6-diazabicyclo[3.2.2]nonane-3-carboxylate O=S1(CCN(CC1)C1=CC=C(C=C1)N1[C@@H]2CN(C[C@H](C1)CC2(C)C)C(=O)OC(C)(C)C)=O